[Sn].CN(/C=C(\CC1=CC=C(C2=CC=CC=C12)OC)/C1=CC(=CC=C1)Br)C (E)-3-(dimethylamino)-1-(4-methoxy-naphthalene-1-yl)-2-(3-bromophenyl)prop-2-ene tin